tert-butyl 3-fluoro-3-(4-piperidyl)azetidine-1-carboxylate FC1(CN(C1)C(=O)OC(C)(C)C)C1CCNCC1